Cl.CC1=CSC2=C1CC(CC2)N 3-methyl-4,5,6,7-tetrahydrobenzothiophen-5-amine hydrochloride